C[C@@H]1CN(C[C@@H](O1)C)C1=NC(=CC=C1)[Sn](C)(C)C (2R,6S)-2,6-dimethyl-4-(6-(trimethylstannyl)pyridin-2-yl)morpholine